BrC=1C=CC=2N(C3=CC=C(C=C3C2C1)Br)C1=CC=CC=C1 3,6-dibromo-N-phenylcarbazole